C1(=CC=CC=C1)C(C(=O)N1C(C2CCC(C1)N2)C(=O)O)(C)C2=CC=CC=C2 3-(2,2-diphenylpropionyl)-3,8-diazabicyclo[3.2.1]octane-2-carboxylic acid